hexadecane-6-yl acrylate C(C=C)(=O)OC(CCCCC)CCCCCCCCCC